tert-butyl (R)-2-(((3SR,4SR)-1-benzyl-2'-(2-ethoxyphenyl)-3-ethyl-6'H-spiro[piperidine-4,5'-[1,7]naphthyridin]-7'(8'H)-yl)methyl)pyrrolidine-1-carboxylate C(C1=CC=CC=C1)N1C[C@H]([C@]2(C=3C=CC(=NC3CN(C2)C[C@@H]2N(CCC2)C(=O)OC(C)(C)C)C2=C(C=CC=C2)OCC)CC1)CC |&1:9,10|